CN1C(C2(C3=C1C=NC=1C=CC=CC31)CC2)=O 3'-methylspiro[cyclopropane-1,1'-pyrrolo[2,3-c]quinolin]-2'(3'H)-one